N1=C(C=CC=C1)C.[S] sulphur picoline